N[C@@H]1CN(CC[C@H]1F)C1=NC2=C(N1CC(=O)N(C)C1CCS(CC1)(=O)=O)C=C(C(=C2)F)F 2-(2-((3r,4r)-3-amino-4-fluoropiperidin-1-yl)-5,6-difluoro-1H-benzo[d]imidazol-1-yl)-N-(1,1-dioxotetrahydro-2H-thiopyran-4-yl)-N-methylacetamide